C(=N)(N)N(N)N DIAMINOGUANIDINE